5-chloro-1'-[2-({7-oxo-8-[(trans)-3-(hydroxymethyl)cyclobutyl]-5,6,7,8-tetrahydro-1,8-naphthyridin-3-yl}oxy)ethyl]-1,2-dihydrospiro[indole-3,4'-piperidin]-2-one ClC=1C=C2C(=CC1)NC(C21CCN(CC1)CCOC=1C=NC=2N(C(CCC2C1)=O)[C@@H]1C[C@H](C1)CO)=O